4-(3,4-dichlorophenyl)-1H-1,2,3-triazole-5-carboxylic acid ClC=1C=C(C=CC1Cl)C=1N=NNC1C(=O)O